C(OCC(CCCC)(CCCC)CCCC)([O-])=O tributylmethylMethyl carbonate